(2R,3R,4R,5R)-2-(4-aminopyrrolo[2,1-f][1,2,4]triazin-7-yl)-2-cyano-5-((((S)-((1-((2-ethylbutyloxy)carbonyl)cyclobutyl)amino)(phenoxy)phosphoryl)oxy)methyl)tetrahydrofuran NC1=NC=NN2C1=CC=C2[C@@]2(O[C@H](CC2)CO[P@](=O)(OC2=CC=CC=C2)NC2(CCC2)C(=O)OCC(CC)CC)C#N